N[C@H]1[C@@H](C1)C(=O)O trans-2-aminocyclopropane-1-carboxylic acid